C1(CCCC1)CNC(=O)C=1N=NN(C1)CCCCN1N=NC(=C1)NC(CC1=CC(=CC=C1)OC(F)(F)F)=O N-(cyclopentylmethyl)-1-[4-(4-{2-[3-(trifluoromethoxy)phenyl]acetamido}-1H-1,2,3-triazol-1-yl)butyl]-1H-1,2,3-triazole-4-carboxamide